3-(1-((4'-isopropyl-[1,1'-biphenyl]-3-yl) piperidin-3-yl) phenoxy)-2-methylpropionate C(C)(C)C1=CC=C(C=C1)C1=CC(=CC=C1)N1CC(CCC1)C1(OCC(C(=O)[O-])C)CC=CC=C1